N1C=NC2=C1C=CC(=C2)NC(CN)C2=CC=C(C=C2)C=2N=NN(N2)CCC N1-(1H-Benzimidazol-5-yl)-1-[4-(2-propyl-2H-tetrazol-5-yl)phenyl]ethane-1,2-diamine